C(C)(C)(C)[S@@](=O)\N=C\1/C=2C(=NC=CC2)CC12CCN(CC2)C(=O)OC(C)(C)C tert-butyl (5Z)-5-[(R)-tert-butylsulfinyl]iminospiro[7H-cyclopenta[b]pyridine-6,4'-piperidine]-1'-carboxylate